C(C)(=O)N1CCN(CC1)C1CCN(CC1)C1=C(C=C(C(=C1)OC)NC1=NC=NC(=C1)N1OCC[C@@H]1C1=C(C(=C(C=C1)F)Cl)F)NC(C=C)=O N-(2-(4-(4-acetylpiperazine-1-yl)piperidine-1-yl)-5-((6-((R)-3-(3-chloro-2,4-difluorophenyl)isoxazolidine-2-yl)pyrimidine-4-yl)amino)-4-methoxyphenyl)acrylamide